(5-chloro-1H-indol-2-yl)(4-(4-methoxybenzoyl)piperazin-1-yl)methanone tert-butyl-(1'-(4-((2,6-dioxopiperidin-3-yl)amino)-2-fluorophenyl)-3'-fluoro-[1,4'-bipiperidin]-4-yl)carbamate C(C)(C)(C)N(C(O)=O)C1CCN(CC1)C1C(CN(CC1)C1=C(C=C(C=C1)NC1C(NC(CC1)=O)=O)F)F.ClC=1C=C2C=C(NC2=CC1)C(=O)N1CCN(CC1)C(C1=CC=C(C=C1)OC)=O